[3-[1-(2-chloroethyl)-4-piperidyl]-5-(4-chlorophenyl)pyrazol-1-yl]-6-methyl-pyridazine ClCCN1CCC(CC1)C1=NN(C(=C1)C1=CC=C(C=C1)Cl)C=1N=NC(=CC1)C